C(C=CCC(=O)[O-])(=O)[O-].[Li+].[Li+] lithium 2-pentenedioate